4-(2-(((S)-1-methylpyrrolidin-2-yl)methoxy)-4-(piperazin-1-yl)-5,6,7,8-tetrahydroquinazolin-7-yl)naphthalen-2-ol CN1[C@@H](CCC1)COC1=NC=2CC(CCC2C(=N1)N1CCNCC1)C1=CC(=CC2=CC=CC=C12)O